2-(4-(2-((4-chlorophenoxy)acetamido)piperidin-1-yl)phenyl)-N-hydroxyacrylamide ClC1=CC=C(OCC(=O)NC2N(CCCC2)C2=CC=C(C=C2)C(C(=O)NO)=C)C=C1